Cl.N[C@H](C)C=1C=C(C=CC1)C(CO)(C)C |r| (R/S)-2-(3-(1-aminoethyl)phenyl)-2-methylpropan-1-ol hydrochloride